4-methoxy-2,6-dimethylphenylboronic acid COC1=CC(=C(C(=C1)C)B(O)O)C